(2S)-2-[[(2S,5R)-2-(5-carbamoyl-1,3,4-oxadiazol-2-yl)-3-methyl-7-oxo-1,6-diazabicyclo[3.2.1]oct-3-en-6-yl] oxy]-2-fluoroacetate C(N)(=O)C1=NN=C(O1)[C@H]1N2C(N([C@H](C=C1C)C2)O[C@H](C(=O)[O-])F)=O